O1C=CC=2NC=3C=CC=CC3C21 furo[3,2-b]Indole